C1(=CC=CC=C1)P(C1=CC=CC=2C(C3=CC=CC(=C3CC12)P(C1=CC=CC=C1)C1=CC=CC=C1)(OC)OC)C1=CC=CC=C1 4,5-bis(diphenylphosphino)-9,9-dimethyloxyanthracene